bornyl acetate (1,7,7-trimethylbicyclo[2.2.1]heptan-2-yl acetate) CC12C(CC(CC1)C2(C)C)CC(=O)O.C(C)(=O)OC2C1(CCC(C2)C1(C)C)C